(S)-5-(2-(tert-butylamino)-2-oxoacetyl)-N-((S)-3-oxo-1-((S)-2-oxopyrrolidin-3-yl)-4-(trifluoromethoxy)butan-2-yl)-5-azaspiro[2.4]-heptane-6-carboxamide C(C)(C)(C)NC(C(=O)N1CC2(CC2)C[C@H]1C(=O)N[C@@H](C[C@H]1C(NCC1)=O)C(COC(F)(F)F)=O)=O